(9S,13S,14S)-3-methoxy-17-methyl-morphinan COC=1C=CC=2C[C@H]3[C@H]4CCCC[C@]4(C2C1)CCN3C